[Br].FC1=C(C(=C(C2=C1N=C(N2)F)F)F)F pentafluorobenzimidazole bromine salt